4-(3-methanesulfonylphenyl)-1-propyl-piperidine CS(=O)(=O)C=1C=C(C=CC1)C1CCN(CC1)CCC